C(C)(C)C1=CC=C(C=C1)N(C1=C2C=CC=CC2=C(C2=CC=CC=C12)C=1C2=CC=CC=C2C(=C2C=CC=CC12)N(C1=CC=C(C=C1)C)C1=CC=C(C=C1)C(C)C)C1=CC=C(C=C1)C N10,N10'-bis(4-isopropylphenyl)-N10,N10'-dip-tolyl-9,9'-bianthracene-10,10'-diamine